CC1(CCC(CC1)CC(=O)CC1CCC(CC1)(C)C)C 4,4-dimethylcyclohexylmethyl ketone